N=1C=CN2C1CN(CC2)C(=O)[C@@H]2CC21CCN(CC1)C(=O)OC(C(F)(F)F)C(F)(F)F |r| 1,1,1,3,3,3-hexafluoropropan-2-yl (±)-1-(5,6,7,8-tetrahydroimidazo[1,2-a]pyrazine-7-carbonyl)-6-azaspiro[2.5]octane-6-carboxylate